OCC([C@H](C[C@H]1C(NCC1)=O)NC(=O)[C@H]1N(C[C@H]2[C@@H]1CCC2)C(=O)C2(NC(CC2)=O)C2=CC=CC=C2)=O (1S,3aR,6aS)-N-((S)-4-Hydroxy-3-oxo-1-((S)-2-oxopyrrolidin-3-yl)butan-2-yl)-2-(5-oxo-2-phenylpyrrolidine-2-carbonyl)octahydrocyclopenta[c]pyrrole-1-carboxamide